C12C(CC(CC1)C2)C(=O)O norborn-2-yl-carboxylic acid